C(C)(C)N1N=C(C=2C(C(C3=C(C12)C=CC=C3)=O)=O)OC 1-Isopropyl-3-methoxy-1H-benzo[g]indazol-4,5-dion